FC(\C(=N/O)\C=1SC=C(N1)CC1=CC=NC=C1)(F)F (E-7Z)-2,2,2-trifluoro-1-(4-(pyridin-4-ylmethyl)thiazol-2-yl)ethan-1-one oxime